(1-(trifluoromethyl)cyclobutyl)methanol FC(C1(CCC1)CO)(F)F